6-chloro-N-ethyl-3-(trifluoromethyl)pyrazin-2-amine ClC1=CN=C(C(=N1)NCC)C(F)(F)F